FC=1C=2N(C=C(C1)C=1C=C(C=3N=C(NC(C3N1)=O)C1(CCNCC1)F)C)C=C(N2)C 6-(8-fluoro-2-methylimidazo[1,2-a]pyridin-6-yl)-2-(4-fluoropiperidin-4-yl)-8-methylpyrido[3,2-d]pyrimidin-4(3H)-one